1-N'-[3-chloro-4-[7-methoxy-6-(methylcarbamoyl)quinolin-4-yl]oxyphenyl]-1-N-(4-fluorophenyl)cyclopropane-1,1-dicarboxamide ClC=1C=C(C=CC1OC1=CC=NC2=CC(=C(C=C12)C(NC)=O)OC)NC(=O)C1(CC1)C(=O)NC1=CC=C(C=C1)F